NC1=NC(=C2N=CN(C2=N1)CC(=O)NC1=CC(=NN1CC)C)NCC1=CC=C(C=C1)C#N 2-(2-amino-6-((4-(cyano)benzyl)amino)-9H-purin-9-yl)-N-(1-ethyl-3-methyl-1H-pyrazol-5-yl)acetamide